ClC=1C=C(C=2N(N1)C(=CN2)I)N(C(OC(C)(C)C)=O)C2=CC(=CC=C2)F tert-butyl (6-chloro-3-iodoimidazo[1,2-b]pyridazin-8-yl)(3-fluorophenyl)carbamate